COC1=CC=C(C=C1)C1=NC=CC=C1 (4-methoxyphenyl)pyridine